FC=1C=C(C=CC1F)C1N[C@H](CC1)C (5S)-2-(3,4-difluorophenyl)-5-methylpyrrolidine